C(#N)C(C)(C)NC(=O)C1=NC=CC(=C1)NC(=O)C1=CC(=NO1)CC(C)C N-[2-[(1-cyano-1-methyl-ethyl)carbamoyl]-4-pyridinyl]-3-isobutyl-isoxazole-5-carboxamide